COC=1C=C2C(=NC(=NC2=CC1OC)C)NC(C)C=1SC(=CC1)C1=C(C=C(C=C1)OC)C 6,7-dimethoxy-N-(1-(5-(4-methoxy-2-methylphenyl)thiophen-2-yl)ethyl)-2-methylquinazolin-4-amine